ClC1=CC=C(S1)CNC1=CC(=NN1C(C(CO)(C)C)=O)C1CCN(CC1)C(=O)N1CCOCC1 1-(5-[(5-chlorothiophen-2-yl)methyl]amino-3-[1-(morpholine-4-carbonyl)piperidin-4-yl]-1H-pyrazol-1-yl)-3-hydroxy-2,2-dimethylpropan-1-one